N1(CC(=O)[O-])C(=O)N(C)C=2N=CNC2C1=O.C(CCCCCCCCC)[N+](C)(C)CCCCCCCCCC didecyldimethylammonium theophyllinate